O1COC=2C(=NC=CC21)CN2[C@H](CCCCC2)C(=O)NC=2C=NC(=NC2)C=2N(N=CC2)C (2R)-1-([1,3]dioxolo[4,5-c]pyridin-4-ylmethyl)-N-[2-(2-methylpyrazol-3-yl)pyrimidin-5-yl]azepane-2-carboxamide